(7-(4-(4-(benzo[b]thiophen-4-yl)piperazin-1-yl)butoxy)quinolin-2-yloxy)methyl diethylcarbamate C(C)N(C(OCOC1=NC2=CC(=CC=C2C=C1)OCCCCN1CCN(CC1)C1=CC=CC=2SC=CC21)=O)CC